6-bromo-4-(6-(difluoromethoxy)pyridin-3-yl)-2-ethoxythiazolo[4,5-b]pyridin-5(4H)-one BrC1=CC2=C(N(C1=O)C=1C=NC(=CC1)OC(F)F)N=C(S2)OCC